(3Z)-2-oxo-3-(3-oxoindolin-2-ylidene)-N-[2-(trifluoromethylsulfonylamino)ethyl]indoline-1-carboxamide O=C\1N(C2=CC=CC=C2/C1=C\1/NC2=CC=CC=C2C1=O)C(=O)NCCNS(=O)(=O)C(F)(F)F